2-O-TRANS-CAFFEOYLHYDROXYCITRIC ACID C(\C=C\C1=CC(O)=C(O)C=C1)(=O)C(C(=O)O)(C(O)(C(=O)O)CC(=O)O)O